ClC1=C(C=CC=C1)NC(NC=1C=NN(C1)C=1C=C(SC1)C(=O)N[C@H]1CN(CC1)C)=O (R)-4-(4-(3-(2-chlorophenyl)ureido)-1H-pyrazol-1-yl)-N-(1-methylpyrrolidin-3-yl)thiophene-2-carboxamide